5H-[1,3]thiazolo[3,2-a]pyrimidin-5-one S1C=CN2C1=NC=CC2=O